CC(C(=O)[O-])(C(=O)[O-])C.[Li+].[Li+] lithium 2,2-dimethylmalonate